C(C1=CC=CC=C1)O[C@@H]1[C@H](N(C[C@@H]([C@H]1OCC1=CC=CC=C1)OCC1=CC=CC=C1)CCC1=C(C=CC(=C1)F)F)C (2R,3R,4R,5S)-3,4,5-tris(benzyloxy)-1-(2,5-difluorophenethyl)-2-methylpiperidine